(E)-N-2-pyridylglycine methyl ester COC(CNC1=NC=CC=C1)=O